N,N,N-trimethyl-benzyl-ammonium tert-butyl-2-[4-(trimethylsilyl)buta-1,3-diyn-1-yl]piperidine-1-carboxylate C(C)(C)(C)OC(=O)N1C(CCCC1)C#CC#C[Si](C)(C)C.C[N+](C)(C)CC1=CC=CC=C1